4-(2-fluorophenyl)-3-oxo-butanoic acid FC1=C(C=CC=C1)CC(CC(=O)O)=O